butoxyethyl (3-ethyl-3-oxetylmethyl) ether C(C)C1(COC1)COCCOCCCC